4-Chloroacetylcatechol ClCC(=O)C=1C=C(C(O)=CC1)O